COC1=CC=C(CN2CC3=CC=C(C=C3C2=O)C(=O)O)C=C1 2-(4-methoxybenzyl)-3-oxoisoindole-5-carboxylic acid